7-Nitro-2-(2-(thien-2-yl)ethyl)-1,2,3,4-tetrahydroisoquinoline [N+](=O)([O-])C1=CC=C2CCN(CC2=C1)CCC=1SC=CC1